N[C@H]1C2N(CC1CC2)C(=O)C2=CC1=C(N(C(=N1)C1=CC=3C(=NC(=CC3)C=3C(=CC(=C(C3)O)Cl)F)N1CC1CC1)C)C(=C2)OC 5-(2-{5-[(7R)-7-amino-2-azabicyclo[2.2.1]heptane-2-carbonyl]-7-methoxy-1-methyl-1H-1,3-benzodiazol-2-yl}-1-(cyclopropylmethyl)-1H-pyrrolo[2,3-b]pyridin-6-yl)-2-chloro-4-fluorophenol